CC1=CC=C(N=N1)CNC1=NN=C(C2=CC=C(C=C12)C1=NC=C(C=N1)C)C1CCOCC1 N-((6-Methylpyridazin-3-yl)methyl)-7-(5-methylpyrimidin-2-yl)-4-(tetrahydro-2H-pyran-4-yl)phthalazin-1-amin